Heptane ethanedioate C(C(=O)O)(=O)O.CCCCCCC